IC=1C=NN(C1)C1CC(C1)O 3-(4-iodo-1H-pyrazol-1-yl)cyclobutanol